C(#N)C1=NC=CC(=C1)C1=C(C(=CC=C1)C(C)C)NC(=O)N=[S@@](=O)(N)C=1C=NN2C1OCCC2 (S)-N'-((2-(2-cyanopyridin-4-yl)-6-isopropylphenyl)carbamoyl)-6,7-dihydro-5H-pyrazolo[5,1-b][1,3]oxazine-3-sulfonimidamide